1-[3-(4-fluorophenyl)-5-(hydroxymethyl)pyrazol-1-yl]propan-2-ol FC1=CC=C(C=C1)C1=NN(C(=C1)CO)CC(C)O